9-(4-(4-(tert-butyl)-2,6-bis(methyl-d3)phenyl)pyridin-2-yl)-9H-carbazol-2-ol C(C)(C)(C)C1=CC(=C(C(=C1)C([2H])([2H])[2H])C1=CC(=NC=C1)N1C2=CC=CC=C2C=2C=CC(=CC12)O)C([2H])([2H])[2H]